ClC=1C=C(C=CC1F)NC1=NC=NC2=CC(=C(C=C12)NC(C=C)=O)OCCCN1CCC(CC1)N1CCN(CC1)CCCCCNC1=C2C(N(C(C2=CC=C1)=O)C1C(NC(CC1)=O)=O)=O N-(4-((3-chloro-4-fluorophenyl)amino)-7-(3-(4-(4-(5-((2-(2,6-dioxopiperidin-3-yl)-1,3-dioxoisoindolin-4-yl)amino)pentyl)piperazin-1-yl)piperidin-1-yl)propoxy)quinazolin-6-yl)acrylamide